4-(5-(2,6-dimethylphenoxy)-1-(2-morpholinoethyl)-2-oxo-1,2-dihydropyridin-4-yl)-6-methyl-1,6-dihydro-7H-pyrrolo[2,3-c]pyridin-7-one CC1=C(OC=2C(=CC(N(C2)CCN2CCOCC2)=O)C=2C3=C(C(N(C2)C)=O)NC=C3)C(=CC=C1)C